NCCCNCC(CCC)NCCCN N,N'-bis(3-aminopropyl)-1,2-pentanediamine